7-Bromo-2-(1,5-dimethyl-1H-pyrazol-3-yl)-3H-imidazo[4,5-b]pyridine BrC1=C2C(=NC=C1)NC(=N2)C2=NN(C(=C2)C)C